(R)-8-bromo-3-butyl-7-fluoro-2-methyl-5-phenyl-2,3,4,5-tetrahydrobenzo[f][1,2,5]thiadiazepine 1,1-dioxide BrC1=CC2=C(N(C[C@H](N(S2(=O)=O)C)CCCC)C2=CC=CC=C2)C=C1F